Benzyl-9-bromo-6-fluoro-2,3-dihydro-1,4-benzoxazepine-5-One C(C1=CC=CC=C1)C1OC2=C(C(NC1)=O)C(=CC=C2Br)F